FC1=C(C=CC=C1)CCNCC[C@]1(CCOC2(CCCC2)C1)C1=NC=CC=C1 [2-(2-fluorophenyl)ethyl]({2-[(9R)-9-(pyridin-2-yl)-6-oxaspiro[4.5]decan-9-yl]ethyl})amine